5-(2-(4-methoxy-3-(pyridin-3-yl)phenylamino)-5-fluoropyrimidin-4-ylamino)benzo[d]oxazol-2(3H)-one formate salt C(=O)O.COC1=C(C=C(C=C1)NC1=NC=C(C(=N1)NC=1C=CC2=C(NC(O2)=O)C1)F)C=1C=NC=CC1